C(#N)C=1C=C2C(=NC1)N(N=C2)C2=NC=C(C(=O)NC[C@H](C(=O)N1CCN(CC1)S(=O)(=O)C)F)C(=C2)NC(C)C (R)-6-(5-cyano-1H-pyrazolo[3,4-b]pyridin-1-yl)-N-(2-fluoro-3-(4-(methylsulfonyl)piperazin-1-yl)-3-oxopropyl)-4-(isopropylamino)nicotinamide